O=C1N(C(CC1)=O)OC(CCCCC(=O)OCC1=CC=CC=C1)=O Benzyl 6-[(2,5-dioxopyrrolidin-1-yl)oxy]-6-oxohexanoate